CC1(NC(N(C1)C1=CC(=NC=C1)N1N=CC(=C1)S(=O)(=O)NC=1C=CC=C2C=NN(C12)C)=O)C 1-[4-(4,4-dimethyl-2-oxoimidazolidin-1-yl)pyridin-2-yl]-N-(1-methylindazol-7-yl)pyrazole-4-sulfonamide